C(#N)C(C(=O)O)=CC=1C=CC=2N(C3=CC=C(C=C3C2C1)C=CC1=CC=C(C=C1)N(C1=CC=CC=C1)C1=CC=CC=C1)CCCCCC 2-cyano-3-(6-(4-(diphenylamino)styryl)9-hexyl-9H-carbazol-3-yl)acrylic acid